BrC1=C(C=C2C(C=C(N(C2=C1)C1CCC(CC1)O)C)=O)F 7-bromo-6-fluoro-1-((1r,4r)-4-hydroxycyclohexyl)-2-methylquinolin-4(1H)-one